isobutyric anhydride C(C(C)C)(=O)OC(C(C)C)=O